C1[C@H](NC2=CC=CC=C21)C(=O)O S-indoline-2-carboxylic acid